C(CCC)C=1C2=CC=CC=C2C(=C2C=CC=CC12)CCCC 9,10-dibutyl-anthracene